ammonium 2-n-butylsuberate C(CCC)C(C(=O)[O-])CCCCCC(=O)[O-].[NH4+].[NH4+]